2-((4-Amino-3-(3-hydroxyphenyl)-1H-pyrazolo[3,4-d]pyrimidin-1-yl)methyl)-3-(3-fluorophenyl)-4H-chromen-4-one NC1=C2C(=NC=N1)N(N=C2C2=CC(=CC=C2)O)CC=2OC1=CC=CC=C1C(C2C2=CC(=CC=C2)F)=O